N-(1-methyl-piperidin-4-yl)methylamine CN1CCC(CC1)NC